C(C\C=C/CC)/C(=C(/C(=O)O)\C)/C.C(=CCCCC)OC(\C(\C)=C\C)=O HEXENYL-3-CIS-TIGLATE ((E)-(Z)-hex-3-en-1-yl 2-methylbut-2-enoate)